CC=1C=C(CNC1)C(F)(F)F 5-methyl-3-(trifluoromethyl)-1H-pyridine